N-[4-[(Z)-3-(3-Hydroxyphenyl)prop-2-enoyl]phenyl]ethanesulfonamide OC=1C=C(C=CC1)\C=C/C(=O)C1=CC=C(C=C1)NS(=O)(=O)CC